2,2'-(buta-1,3-diene-2,3-diyl)dithiophene nickel (II) [Ni+2].C=C(C(=C)C=1SC=CC1)C=1SC=CC1